N-(3-((5-chloro-2-((1-(1-methylpiperidin-4-yl)-1H-pyrazol-4-yl)amino)pyrimidin-4-yl)amino)-4-fluorophenyl)acrylamide ClC=1C(=NC(=NC1)NC=1C=NN(C1)C1CCN(CC1)C)NC=1C=C(C=CC1F)NC(C=C)=O